OC(CC1=NNC(N1)=O)CNC=1C=C(C=CC1)C 3-(2-hydroxy-3-m-tolylaminopropyl)-1H-1,2,4-triazol-5(4H)-one